NC1=C2C(=NC=N1)N(N=C2C2=CC=C(C=C2)OC2=CC=CC=C2)[C@H]2CN(CCC2)C(=O)N2CCC(CC2)CCCC2CCN(CC2)C=2C=C1CN(C(C1=CC2)=O)C2C(NC(CC2)=O)=O 3-(5-(4-(3-(1-((R)-3-(4-amino-3-(4-phenoxyphenyl)-1H-pyrazolo[3,4-d]pyrimidin-1-yl)piperidine-1-carbonyl)piperidin-4-yl)propyl)piperidin-1-yl)-1-oxoisoindolin-2-yl)piperidine-2,6-dione